CC(C)(C)C1=CC2=C(C=C1)C(=C(C=C2)C(C)(C)C)S(=O)(=O)[O-] The molecule is a naphthalenemonosulfonate obtained by the deprotonation of the sulfonic acid group of dibunic acid. It has a role as an antitussive. It is a conjugate base of a dibunic acid.